2-(4-chloro-2-fluorobenzyl)-6-(piperidin-4-yloxy)pyridine ClC1=CC(=C(CC2=NC(=CC=C2)OC2CCNCC2)C=C1)F